C1N(C=C2C1=CC=C2)C(=O)N cyclopenta[c]pyrrole-2(1H)-formamide